1,1,1,3,3,3-hexafluoropropan-2-yl 4-(7-fluoro-3-(pyridin-4-yl)-4,5-dihydropyrazolo[1,5-a][1,8]naphthyridin-2-yl)piperidine-1-carboxylate FC=1C=C2CCC=3N(C2=NC1)N=C(C3C3=CC=NC=C3)C3CCN(CC3)C(=O)OC(C(F)(F)F)C(F)(F)F